4-(((4-(5-chloro-2-((1-(3-((2,6-dioxopiperidin-3-yl)amino)benzyl)piperidin-4-yl)amino)pyridin-4-yl)thiazol-2-yl)amino)methyl)tetrahydro-2H-pyran-4-carbonitrile ClC=1C(=CC(=NC1)NC1CCN(CC1)CC1=CC(=CC=C1)NC1C(NC(CC1)=O)=O)C=1N=C(SC1)NCC1(CCOCC1)C#N